tetramethyl-1,4-dicyanooxybenzene CC1=C(C(=C(C(=C1OC#N)C)C)OC#N)C